NONANOIC ACID, SULFOPHENYL ESTER, SODIUM SALT [Na+].C(CCCCCCCC)(=O)OC1=C(C=CC=C1)S(=O)(=O)[O-]